(S)-4-(2-nitrophenoxymethyl)-2-oxazolidinone [N+](=O)([O-])C1=C(OC[C@@H]2NC(OC2)=O)C=CC=C1